6-(oxan-4-yl)-3-(2-{[(3S)-piperidin-3-yl]amino}-5-(trifluoromethyl)pyrimidin-4-yl)-1H,6H,7H-pyrrolo[2,3-c]pyridin-7-one O1CCC(CC1)N1C(C2=C(C=C1)C(=CN2)C2=NC(=NC=C2C(F)(F)F)N[C@@H]2CNCCC2)=O